CCCCCCCCOCC(COCCCCCCCC)O 1,3-dioctyl glyceryl ether